3',4'-dichloro-biphenyl-2-ylamine ClC=1C=C(C=CC1Cl)C1=C(C=CC=C1)N